Ethyl 4-(3-(2-(3-((2-(((benzyloxy) carbonyl) amino)-2-(1-methyl-1H-pyrazol-4-yl) acetamido) methyl)-4-methylphenoxy) ethyl) piperidin-1-yl)-4-oxobutanoate C(C1=CC=CC=C1)OC(=O)NC(C(=O)NCC=1C=C(OCCC2CN(CCC2)C(CCC(=O)OCC)=O)C=CC1C)C=1C=NN(C1)C